(R)-8-(azetidin-3-ylmethyl)-N2-(3-chloro-4-fluorophenyl)-N4-(1-cyclopropylethyl)quinazoline-2,4-diamine N1CC(C1)CC=1C=CC=C2C(=NC(=NC12)NC1=CC(=C(C=C1)F)Cl)N[C@H](C)C1CC1